copper deuteride [Cu]([2H])[2H]